ClC1=C(C=2N=C(N=CC2C(=N1)N(C1CN(C1)C(=O)OC(C)(C)C)C)SC)F tert-butyl 3-((7-chloro-8-fluoro-2-(methylthio)pyrido[4,3-d]pyrimidin-5-yl)(methyl)amino)azetidine-1-carboxylate